Cl.N1=CC=C(C=C1)CN1C(=CC=C1)C(=O)NC=1SC=C(N1)[C@@H]1NCCC1 1-(pyridin-4-ylmethyl)-N-[4-[(2R)-pyrrolidin-2-yl]-1,3-thiazol-2-yl]pyrrole-2-carboxamide hydrochloride